5-amino-N-{4-[(3S)-3-aminopiperidin-1-yl]-7-hydroxy-6,7-dihydro-5H-cyclopenta[b]pyridin-3-yl}-2-(2,6-difluoro-3-methoxyphenyl)-1,3-thiazole-4-carboxamide NC1=C(N=C(S1)C1=C(C(=CC=C1F)OC)F)C(=O)NC=1C(=C2C(=NC1)C(CC2)O)N2C[C@H](CCC2)N